(2-((R)-1-(((S)-tert-butylsulfinyl)(ethyl)amino)ethyl)-5-methoxypyridin-4-yl)boronic acid C(C)(C)(C)[S@](=O)N([C@H](C)C1=NC=C(C(=C1)B(O)O)OC)CC